ClCC(=O)NCCCNC1=NC(=C2NC=NC2=N1)NC1CCN(CC1)C1CCCCC1 2-chloro-N-(3-((6-((1-cyclohexylpiperidin-4-yl)amino)-7H-purin-2-yl)amino)propyl)acetamide